1,1,1,3,3,4,4,4-octafluoro-2-methoxybutane FC(C(C(C(F)(F)F)(F)F)OC)(F)F